methyl-N-phenylsulfuric diamide CN(S(N)(=O)=O)C1=CC=CC=C1